[2,2,2-trifluoro-1-(4-piperidyl)ethyl][p-(4-morpholino-1-{[2-(trimethylsilyl)ethoxy]methyl}-1H-1,5,7-triazainden-2-yl)phenyl]amine FC(C(C1CCNCC1)NC1=CC=C(C=C1)C=1N(C2=NC=NC(=C2C1)N1CCOCC1)COCC[Si](C)(C)C)(F)F